ClC=1C=C2C(=CC1)NC(C21CCN(CC1)CCOC=1C=C2C(=NN(C2=C(C1)C(F)(F)F)C1CC(C1)(C)O)OC)=O 5-chloro-1'-{2-[1-(3-hydroxy-3-methylcyclobutyl)-3-methoxy-7-(trifluoromethyl)-1H-indazol-5-yloxy]ethyl}spiro[indoline-3,4'-piperidin]-2-one